[F-].[Fe+3].[F-].[F-] iron(III) fluoride